O-(4-cyanobenzyl) S-methyldithiocarbonate C[SH-]C(OCC1=CC=C(C=C1)C#N)=S